N-((5-bromo-6-hydroxy-1H-indol-2-yl)methyl)-1-methylcyclopropane-1-carboxamide BrC=1C=C2C=C(NC2=CC1O)CNC(=O)C1(CC1)C